C(CC)OCOCCCC(CC(CC(CC(CC(CC(CCCCl)C)C)C)C)C)C 17-chloro-4,6,8,10,12,14-hexamethylheptadecyl propyloxymethyl ether